C(C)(=O)N[C@@H]1[C@H](CC(C(O)=O)(O)O[C@H]1[C@H](O)[C@H](O)CO)O N-Acetyl-Neuraminic acid